NCC1=CC(=C(C(=C1)C)NC(=O)C1=CC2=C(OCCC3=C2SC=C3)C=C1C=1C(=NC(=CC1)C(NCCC)=O)C(=O)OC)C methyl 3-(9-((4-(aminomethyl)-2,6-dimethylphenyl)carbamoyl)-4,5-dihydrobenzo[b]thieno[2,3-d]oxepin-8-yl)-6-(propylcarbamoyl)picolinate